1-((6'-chloro-3,4'-difluoro-[2,3'-bipyridin]-5-yl)methyl)piperidin-4-ol ClC1=CC(=C(C=N1)C1=NC=C(C=C1F)CN1CCC(CC1)O)F